tripropoxy(octyl)silane C(CC)O[Si](CCCCCCCC)(OCCC)OCCC